FC(C(=O)O)(F)F.C1(CCC1)OC1=NC=2N(C=C1C(=O)NC=1C(N(C=CC1)[C@H]1[C@H](C1)C)=O)C=C(N2)C21COC(C2)(C1)C 7-Cyclobutoxy-2-(1-methyl-2-oxabicyclo[2.1.1]hex-4-yl)-N-(1-((1R,2S)-2-methylcyclopropyl)-2-oxo-1,2-dihydropyridin-3-yl)imidazo[1,2-a]pyrimidine-6-carboxamide trifluoroacetate